N7-butyl-1-{[5-({6-cyclobutanecarbonyl-2,6-diazaspiro[3.3]heptan-2-yl}methyl)-2-methoxy-phenyl]methyl}-1H-pyrazolo[4,3-d]pyrimidine-5,7-diamine C(CCC)NC=1C2=C(N=C(N1)N)C=NN2CC2=C(C=CC(=C2)CN2CC1(C2)CN(C1)C(=O)C1CCC1)OC